N1C=C(C2=CC=CC=C12)CC[C@@H]1N(CCC2=CC(=C(C=C12)OCC)OC([2H])([2H])[2H])C=O (S)-1-(2-(1H-indol-3-yl)ethyl)-7-ethoxy-6-(methoxy-d3)-3,4-dihydroisoquinoline-2(1H)-formaldehyde